ClC1=CC(=CN=N1)N1CCC(CC1)(C(=O)OC)C1=CC(=NO1)C methyl 1-(6-chloropyridazin-4-yl)-4-(3-methylisoxazol-5-yl)piperidine-4-carboxylate